ClC1=NC=C2C=CC(=NC2=C1)SC1CCN(CC1)CCO 2-[4-[(7-chloro-1,6-naphthyridin-2-yl)sulfanyl]piperidin-1-yl]ethanol